CN(C)O N,N-dimethylaminoalcohol